tert-butyl (3R,4S,5S)-4-((S)-2-(((benzyloxy) carbonyl) amino)-N,3-dimethylbutyrylamino)-3-methoxy-5-methylheptanoate C(C1=CC=CC=C1)OC(=O)N[C@H](C(=O)N(C)[C@H]([C@@H](CC(=O)OC(C)(C)C)OC)[C@H](CC)C)C(C)C